6-nitrophenylamine [N+](=O)([O-])C1=CC=CC=C1N